C(C1=CC=CC=C1)OC(NC1(CCCC1)CNC(=O)OC(C)(C)C)=O ((((t-butoxycarbonyl)amino)methyl)cyclopentyl)carbamic acid benzyl ester